(6-chloropyridin-2-yl)-N2-isopropyl-N4-(5-(trifluoromethyl)pyridin-3-yl)-1,3,5-triazine-2,4-diamine ClC1=CC=CC(=N1)C1=NC(=NC(=N1)NC(C)C)NC=1C=NC=C(C1)C(F)(F)F